2-(2-chlorophenyl)-N-{4-[2-(2-hydroxypropan-2-yl)-1,3-thiazole-5-yl]-3-sulfamoylphenyl}acetamide ClC1=C(C=CC=C1)CC(=O)NC1=CC(=C(C=C1)C1=CN=C(S1)C(C)(C)O)S(N)(=O)=O